2,6-difluoro-N-(thiazol-4-yl)benzenesulfonamide formate C(=O)O.FC1=C(C(=CC=C1)F)S(=O)(=O)NC=1N=CSC1